C=C1NC(OC1)=O methyleneoxazolidinone